ClCC(=O)N1CC(C1)C#N 2-chloro-1-(3-cyanoazetidin-1-yl)-ethanone